5-(1-methyl-1H-pyrazolo[3,4-b]pyridin-5-yl)-2-(3-{3-[(propan-2-yl)amino]pyrrolidin-1-yl}-1,2,4-triazin-6-yl)phenol hydrochloride Cl.CN1N=CC=2C1=NC=C(C2)C=2C=CC(=C(C2)O)C2=CN=C(N=N2)N2CC(CC2)NC(C)C